(S)-5-amino-5-oxo-4-(1-oxo-5-(((1S,2S)-2-(3-phenylazetidin-1-yl)cyclohexyl)oxy)isoindolin-2-yl)pentanoate NC([C@H](CCC(=O)[O-])N1C(C2=CC=C(C=C2C1)O[C@@H]1[C@H](CCCC1)N1CC(C1)C1=CC=CC=C1)=O)=O